The molecule is an amino disaccharide consisting of a D-galactopyranose residue and a 2-acetamido-2-deoxy-D-glucopyranose residue joined in sequence by a (1->4) glycosidic bond. The configuration of the anomeric centre of each residue is not stated. It is a partially-defined glycan, an amino disaccharide and a member of acetamides. It derives from a D-galactopyranose and a N-acetyl-D-glucosamine. CC(=O)N[C@@H]1[C@H]([C@@H]([C@H](OC1O)CO)OC2[C@@H]([C@H]([C@H]([C@H](O2)CO)O)O)O)O